FC1(CCC(CC1)C=1OC2=C(C=C(C=C2C(C1C)=O)C)C(C)O)F 2-(4,4-Difluorocyclohexyl)-8-(1-hydroxyethyl)-3,6-dimethyl-chromen-4-one